1,3-bis(3-(2-(2-ethoxyethoxy)ethoxy)prop-1-en-2-yl)benzene C(C)OCCOCCOCC(=C)C1=CC(=CC=C1)C(=C)COCCOCCOCC